[Na].[Na].[Na].[Na].C(CCC(=O)O)(=O)N([C@@H](CSSC[C@@H](C(=O)O)N)C(=O)O)C(CCC(=O)O)=O N,N-disuccinyl-L-cystine tetrasodium